4-butyl-1-vinyl-cyclohexane-1-ol C(CCC)C1CCC(CC1)(O)C=C